F[C@H]1C[C@H](N(C1)C(CN1CCC(CC1)NC=1C=NC2=CC=C(C=C2C1)C)=O)C#N (2S,4S)-4-fluoro-1-[2-[4-[(6-methyl-3-quinolinyl)amino]-1-piperidinyl]acetyl]pyrrolidine-2-carbonitrile